C(C)(C)(C)OC(=O)N1[C@H](CCC1=O)C (S)-2-methyl-5-oxopyrrolidin-1-carboxylic acid t-butyl ester